C1[C@H]([C@H]([C@@](O1)(CO)O)O)O alpha-D-ribulose